C1(CCCCC1)C[C@@H](C(=O)NC(CO)CC1C(NC2(C1)CCOCC2)=O)NC(OC2C(CCC2)CC2=CC(=CC=C2)Cl)=O 2-(3-chlorobenzyl)cyclopentyl ((2S)-3-cyclohexyl-1-((1-hydroxy-3-(2-oxo-8-oxa-1-azaspiro[4.5]decan-3-yl)propan-2-yl)amino)-1-oxopropan-2-yl)carbamate